4-nonyloxymethoxy-1-methylbutylmagnesium bromide C(CCCCCCCC)OCOCCCC(C)[Mg]Br